COC(=O)C=1C=CC2=C(N(C(=N2)CC2CC=C(CC2)C2=NC=C(C(=N2)OCOC)F)CCOC)C1.C(C)(C)(C)C1(CC=C(C=C1)C1=CC=CC=C1)C(C)(C)C 4,4-di-tert-butyl-biphenyl methyl-2-((4-(5-fluoro-4-(methoxymethoxy)pyrimidin-2-yl)cyclohex-3-en-1-yl)methyl)-1-(2-methoxyethyl)-1H-benzo[d]imidazole-6-carboxylate